4-(4'-chloro-4-cyclopropyl-2'-fluoro [1,1'-biphenyl]-3-yl)-5,6-dihydro-2,2,6,6-tetramethyl-5-oxo-2H-pyran-3-yl-carbonate ClC1=CC(=C(C=C1)C1=CC(=C(C=C1)C1CC1)C1=C(C(OC(C1=O)(C)C)(C)C)OC([O-])=O)F